CC(C)C1=NNC=N1 3-(propan-2-yl)-1H-1,2,4-triazole